NC1=C(C(=C(C(=O)O)C=C1[N+](=O)[O-])NC1=C(C=C(C=C1)Br)Cl)F 4-AMINO-2-(4-BROMO-2-CHLORO-ANILINO)-3-FLUORO-5-NITRO-BENZOIC ACID